[Pb](Br)Br.C(=N)[NH-].[Cs+] Cesium formamidine lead bromide salt